C(C)(=O)N1CCN(CC1)C1=NC(=CC(=C1)C(=O)NC[C@@H](O)[C@H]1N(CC2=CC(=CC=C2C1)O)C(=O)OC(C)(C)C)NC1CCC1 tert-butyl (3S)-3-[(1R)-2-[[2-(4-acetylpiperazin-1-yl)-6-(cyclobutylamino)pyridine-4-carbonyl]amino]-1-hydroxy-ethyl]-7-hydroxy-3,4-dihydro-1H-isoquinoline-2-carboxylate